C(C=C)(=O)O.C(C)OC(CCCO)(OCC)OCC Triethoxymethylolpropane acrylate